N-[2-(dimethylamino)ethyl]-1,8-naphthalimide CN(C)CCN1C(=O)C2=CC=CC3=C2C(=CC=C3)C1=O